7-[6-(morpholin-4-yl)-9-{[2-(trimethylsilyl)ethoxy]methyl}-9H-purin-8-yl]-7-azaspiro[3.5]nonan-2-one N1(CCOCC1)C1=C2N=C(N(C2=NC=N1)COCC[Si](C)(C)C)N1CCC2(CC(C2)=O)CC1